ClC1=CC=C(C=C1)N(C(OC)=O)C1=CC=CC=C1 methyl (4-chlorophenyl)(phenyl)carbamate